2-methyl-3-[ethyl (tetrahydro-2H-pyran-4-yl) amino]-5-bromobenzoate CC1=C(C(=O)[O-])C=C(C=C1N(C1CCOCC1)CC)Br